1-(4-chloro-3-fluorophenyl)-9-(4-(trifluoromethyl)pyrimidin-2-yl)-1,9-diazaspiro[5.5]undecan-2-one ClC1=C(C=C(C=C1)N1C(CCCC12CCN(CC2)C2=NC=CC(=N2)C(F)(F)F)=O)F